C(C)(=O)NC(CCO)C=1C=C(C=CC1F)NC(C1=C(C=C(C(=C1)C(F)(F)F)C1CC1)OC1=C(C=C(C=C1)F)C)=O N-(3-(1-acetamido-3-hydroxypropyl)-4-fluorophenyl)-4-cyclopropyl-2-(4-fluoro-2-methylphenoxy)-5-(trifluoromethyl)benzamide